ClC=1C(=NN(C1C)C=1C=C(C(=O)N(C)C=2C=CC3=C(N=C(O3)C(C)C)C2)C=CC1)C 3-(4-Chloro-3,5-dimethyl-pyrazol-1-yl)-N-(2-isopropyl-1,3-benzoxazol-5-yl)-N-methyl-benzamide